N-(methyl-d3)methanesulfonamide C(NS(=O)(=O)C)([2H])([2H])[2H]